naphthalene diethylhexanoate C(C)C(C(=O)O)(CCCC)CC.C1=CC=CC2=CC=CC=C12